C(C)C1=C(C=CC(=C1)OCOCC[Si](C)(C)C)C1=CC=C2C(=NN(C2=C1)C1OCCCC1)C=1NC=CN1 6-(2-ethyl-4-((2-(trimethylsilyl)ethoxy)methoxy)phenyl)-3-(1H-imidazol-2-yl)-1-(tetrahydro-2H-pyran-2-yl)-1H-indazole